3-(4-fluorobenzoyl)-N-(1-methylcyclopropyl)-1-(5-methyl-1,3,4-thiadiazol-2-yl)indole-6-sulfonamide FC1=CC=C(C(=O)C2=CN(C3=CC(=CC=C23)S(=O)(=O)NC2(CC2)C)C=2SC(=NN2)C)C=C1